(4-ethylpiperazin-1-yl)(2-chloro-4-nitrophenyl)methanone C(C)N1CCN(CC1)C(=O)C1=C(C=C(C=C1)[N+](=O)[O-])Cl